OC=1C(C(C1O)=O)=O 3,4-dihydroxyl-3-cyclobutene-1,2-dione